O=C1NC(CCC1C1=COC2=C1C=C(C=C2)C#CCNC(C2=NC=CC=C2C)=O)=O N-(3-(3-(2,6-dioxo-piperidin-3-yl)benzofuran-5-yl)prop-2-yn-1-yl)-3-methylpicolinamide